5-chloro-1'-{2-[7-chloro-1-(3-hydroxy-3-methylcyclobutyl)-2-methyl-1H-1,3-benzimidazol-5-yloxy]ethyl}spiro[indoline-3,4'-piperidin]-2-one ClC=1C=C2C(=CC1)NC(C21CCN(CC1)CCOC1=CC2=C(N(C(=N2)C)C2CC(C2)(C)O)C(=C1)Cl)=O